FC(C=1C(=CC2=CN(N=C2C1)C1CCN(CC1)CC1(CN(C1)C=1C=C2C(N(C(C2=CC1)=O)C1C(NC(CC1)=O)=O)=O)F)NC(=O)C=1C=NN2C1N=CC=C2)F N-[6-(difluoromethyl)-2-[1-[[1-[2-(2,6-dioxo-3-piperidyl)-1,3-dioxo-isoindolin-5-yl]-3-fluoro-azetidin-3-yl]methyl]-4-piperidyl]indazol-5-yl]pyrazolo[1,5-a]pyrimidine-3-carboxamide